ClC1=NC=C(C(=N1)NC1(CC1)CO)C(=O)OCC ethyl 2-chloro-4-((1-(hydroxymethyl)cyclopropyl)amino)pyrimidine-5-carboxylate